4-(difluoromethyl)-N-(5-(2,5-dihydro-1H-pyrrol-3-yl)-4-fluoro-2-((3S,5R)-3,4,5-trimethylpiperazin-1-yl)phenyl)-6-oxo-1,6-dihydropyridine-3-carboxamide FC(C=1C(=CNC(C1)=O)C(=O)NC1=C(C=C(C(=C1)C=1CNCC1)F)N1C[C@@H](N([C@@H](C1)C)C)C)F